CC1=C2/C(/C(N(C2=CC(=C1)C(=O)O)CC(=O)N(C)C)=O)=C/C=1NC(=CC1C)C methyl-(Z)-3-((3,5-dimethyl-1H-pyrrol-2-yl)methylene)-1-(2-(dimethylamino)-2-oxoethyl)-2-oxindole-6-carboxylic acid